N-(5-Cyano-6-(2H-1,2,3-triazol-2-yl)pyridin-3-yl)-1-(1-methyl-1H-indazol-7-yl)-5-(trifluoromethyl)-1H-pyrazol-4-carboxamid C(#N)C=1C=C(C=NC1N1N=CC=N1)NC(=O)C=1C=NN(C1C(F)(F)F)C=1C=CC=C2C=NN(C12)C